N-(3-fluoro-5-formyl-4-hydroxyphenyl)-2-(piperidin-1-yl)oxazole-4-carboxamide FC=1C=C(C=C(C1O)C=O)NC(=O)C=1N=C(OC1)N1CCCCC1